4-[[(2S,3s,4s,5s)-3-(3,4-difluoro-2-methoxy-phenyl)-4,5-dimethyl-5-(trifluoromethyl)tetrahydrofuran-2-carbonyl]amino]-5-fluoro-pyridine-2-carboxamide FC=1C(=C(C=CC1F)[C@H]1[C@H](O[C@@]([C@H]1C)(C(F)(F)F)C)C(=O)NC1=CC(=NC=C1F)C(=O)N)OC